N,N-Dimethyl-lauramide CN(C(CCCCCCCCCCC)=O)C